4-methyl-2-(1,1,2,2-tetrafluoro-6-azaspiro[2.5]octan-6-yl)-5-(trifluoromethyl)nicotinic acid CC1=C(C=NC(=C1C(=O)O)N1CCC2(C(C2(F)F)(F)F)CC1)C(F)(F)F